C(CCCCC)N1C(N(C(CC1=O)=O)CCCCCC)=S 1,3-dihexyldihydro-2-thioxo-4,6(1h,5h)-pyrimidinedione